CC1=C(COC2=C(N=NN2)C(=O)O)C=CC(=C1)C 5-((2,4-dimethylbenzyl)oxy)-1H-1,2,3-triazole-4-carboxylic acid